[N+](=[N-])=CC(CC[C@@H](C(=O)OC(C)C)NC([C@H](C=1N=COC1)O)=O)=O isopropyl (S)-6-diazo-2-((S)-2-hydroxy-2-(oxazol-4-yl)acetamido)-5-oxohexanoate